5-(2-ethyl-6-fluorophenyl)-3-(2-methyl-1,2,3,4-tetrahydroisoquinolin-7-yl)-1H-pyrazolo[4,3-c]pyridazin-6(5H)-one C(C)C1=C(C(=CC=C1)F)N1N=C2C(=CC1=O)NN=C2C2=CC=C1CCN(CC1=C2)C